ethyl 2-mercaptopropionate SC(C(=O)OCC)C